N1C=C(C2=CC=CC=C12)C[C@@H](C)N (R)-1-(1H-indol-3-yl)propan-2-amine